3-(6-(4-((4-(4-((2-amino-9-bromo-10-oxo-10H-chromeno[3,2-b]pyridin-3-yl)oxy)phenyl)piperazin-1-yl)methyl)piperidin-1-yl)-4-methoxy-1-oxoisoindolin-2-yl)piperidine-2,6-dione NC1=C(C=C2C(=N1)C(C=1C(=CC=CC1O2)Br)=O)OC2=CC=C(C=C2)N2CCN(CC2)CC2CCN(CC2)C2=CC(=C1CN(C(C1=C2)=O)C2C(NC(CC2)=O)=O)OC